(S)-3-amino-3-(2',4'-difluoro-6-methylbiphenyl-3-yl)propionic acid ethyl ester C(C)OC(C[C@@H](C=1C=C(C(=CC1)C)C1=C(C=C(C=C1)F)F)N)=O